C(C)(C)C=1C(=NNC1C=1C=C(C=2N(C1)N=CN2)C)C2=CC=C(C=C2)C(C)(C)NCC2(COC2)C 2-(4-(4-isopropyl-5-(8-methyl-[1,2,4]triazolo[1,5-a]pyridin-6-yl)-1H-pyrazol-3-yl)phenyl)-N-((3-methyloxetan-3-yl)methyl)propan-2-amine